2,4,5-trichloro-trifluorotoluene tert-butyl-3-[(7S)-4-[5-(5-fluoro-2-methoxypyridin-4-yl)-1H-pyrazole-3-carbonyl]-4-azaspiro[2.5]octane-7-amido]azetidine-1-carboxylate C(C)(C)(C)OC(=O)N1CC(C1)NC(=O)[C@H]1CCN(C2(CC2)C1)C(=O)C1=NNC(=C1)C1=CC(=NC=C1F)OC.ClC1=C(C(F)(F)F)C=C(C(=C1)Cl)Cl